(1-((Benzyloxy)Methyl)Cyclopropyl)Methanol Methyl-6-(4-bromothien-2-yl)-6-oxohexanoate CC(C(=O)OCC1(CC1)COCC1=CC=CC=C1)CCCC(=O)C=1SC=C(C1)Br